1-(1-(5-((1,1-Dimethyl-2,3-dihydro-1H-inden-2-yl)amino)pyridin-2-yl)-2,2,2-trifluoroethyl)-4-(methylsulfonyl)piperazin-2-one CC1(C(CC2=CC=CC=C12)NC=1C=CC(=NC1)C(C(F)(F)F)N1C(CN(CC1)S(=O)(=O)C)=O)C